2-amyl-benzene C(CCCC)C1=CC=CC=C1